CC1=NN(C(=C1)C1=NSC=2C1=NC(=CC2C2OCCC(C2)C#N)N2[C@@H](COCC2)C)C2OCC2 {3-[3-methyl-1-(oxetan-2-yl)-1H-pyrazol-5-yl]-5-[(3R)-3-methylmorpholin-4-yl]-[1,2]Thiazolo[4,5-b]Pyridin-7-yl}tetrahydropyran-4-carbonitrile